COC1=NC=CC(=C1)C1=C(C=2CCCCC2C=C1)NC(=O)N=[S@@](=O)(N)C=1C=NN2C1OCC2 (S)-N'-((2-(2-methoxypyridin-4-yl)-5,6,7,8-tetrahydronaphthalen-1-yl)carbamoyl)-2,3-dihydropyrazolo[5,1-b]oxazole-7-sulfonimidamide